[2',6'-bis(prop-2-yloxy)biphenyl-2-yl](dicyclohexyl)phosphane CC(C)OC1=C(C(=CC=C1)OC(C)C)C1=C(C=CC=C1)P(C1CCCCC1)C1CCCCC1